[N+](=O)([O-])C=1C=C(C=NC1)S(=O)(=O)N 5-nitropyridine-3-sulfonamide